2-(4-dimethylaminobenzylidene)inden-1-one CN(C1=CC=C(C=C2C(C3=CC=CC=C3C2)=O)C=C1)C